N-(1-cyclohexylcyclopropyl)-1-(3-(4-methoxyphenyl)-1,2,4-oxadiazol-5-yl)piperidine-4-carboxamide C1(CCCCC1)C1(CC1)NC(=O)C1CCN(CC1)C1=NC(=NO1)C1=CC=C(C=C1)OC